[Na+].O=C([C@H](O)[C@@H](O)[C@H](O)[C@H](O)CO)[O-].[Sb+3].O=C([C@H](O)[C@@H](O)[C@H](O)[C@H](O)CO)[O-].O=C([C@H](O)[C@@H](O)[C@H](O)[C@H](O)CO)[O-].O=C([C@H](O)[C@@H](O)[C@H](O)[C@H](O)CO)[O-] antimony gluconate Sodium Salt